C(=C)[Si](O[Si](O[Si](C1=CC=CC=C1)(C1=CC=CC=C1)C1=CC=CC=C1)(C=C)C1=CC=CC=C1)(C1=CC=CC=C1)C1=CC=CC=C1 1,3-divinylhexaphenyltrisiloxane